ClC1=C(N=C(NC1=O)C1=CC=NC=C1)N1CCN(CC1)CC1CCCC1 5-chloro-4-[4-(cyclopentylmethyl)piperazin-1-yl]-2-(4-pyridinyl)-1H-pyrimidin-6-one